40-(5-amino-7-((2-((cyclobutoxycarbonyl)amino)ethoxy)(propyl)carbamoyl)-6H-thieno[3,2-b]azepin-2-yl)-34-oxo-4,7,10,13,16,19,22,25,28,31-decaoxa-35-azatetracontanoic acid NC=1CC(=CC2=C(N1)C=C(S2)CCCCCNC(CCOCCOCCOCCOCCOCCOCCOCCOCCOCCOCCC(=O)O)=O)C(N(CCC)OCCNC(=O)OC2CCC2)=O